spiro[5,8-dihydropyrano[4,3-d]pyrimidin-7,3'-indan]-4'-ol C1CC2(C=3C(=CC=CC13)O)CC=1N=CN=CC1CO2